bis(3-triethoxysilylpropyl) disulphide C(C)O[Si](CCCSSCCC[Si](OCC)(OCC)OCC)(OCC)OCC